C(CCCCCCCCCCC)OB(O)O n-dodecyl-boric acid